1-(4-{8-Cyclopropyl-6-[(1R)-1-methyl-1,2,3,4-tetrahydroisoquinoline-2-carbonyl]imidazo[1,2-a]pyridin-2-yl}-3-fluorophenyl)-1H-pyrazole-4-carboxylic acid C1(CC1)C=1C=2N(C=C(C1)C(=O)N1[C@@H](C3=CC=CC=C3CC1)C)C=C(N2)C2=C(C=C(C=C2)N2N=CC(=C2)C(=O)O)F